COC1=C(C=CC(=C1)N1CCCCC1)NC(=O)C=1C=NN2C1N=C(C=C2)N[C@H]2CNCCC2 (R)-N-(2-methoxy-4-(piperidin-1-yl)phenyl)-5-(piperidin-3-ylamino)pyrazolo[1,5-a]pyrimidine-3-carboxamide